C[Si](O[Si](CCC(C)OC(C=CC1=CC(=C(C=C1)OC)OC)=O)(O[Si](C)(C)C)O[Si](C)(C)C)(C)C [3-tris(trimethylsiloxy) silyl-1-methyl Propyl]-3,4-dimethoxycinnamate